ClC=1C=CC(=C(C1)CC(=O)NC=1C=C(C(=O)NC(CCC)(C)C)C=CC1)O 3-[[2-(5-chloro-2-hydroxy-phenyl)acetyl]amino]-N-(1,1-dimethylbutyl)benzamide